C(C)(C)(C)OC(=O)NC1=NN2C(N=CC=C2)=C1C(=O)OCC Ethyl 2-((tert-butoxycarbonyl)amino)pyrazolo[1,5-a]pyrimidine-3-carboxylate